stearoyl-carnitine C(CCCCCCCCCCCCCCCCC)(=O)C(O)(C[N+](C)(C)C)CC([O-])=O